C(N)(=O)C1C(C2CCC1C2)C(=O)[O-].C(C)[N+](CC)(CC)CC tetraethylammonium 3-carbamoylbicyclo[2.2.1]heptane-2-carboxylate